1-(4-((4-amino-5-(4-bromo-3-methoxyphenyl)-7-isopropyl-7H-pyrrolo[2,3-d]pyrimidin-6-yl)ethynyl)piperidin-1-yl)prop-2-en-1-one NC=1C2=C(N=CN1)N(C(=C2C2=CC(=C(C=C2)Br)OC)C#CC2CCN(CC2)C(C=C)=O)C(C)C